C1OC=2C=C(C=CC2O1)B1OC(C)(C)C(C)(C)O1 3-methylenedioxyphenyl-boronic acid pinacol ester